Cl.NCCOCCOCC(=O)N[C@H](C(=O)N1[C@@H](C[C@H](C1)O)C(=O)NCC1=CC=C(C=C1)C1=C(N=CS1)C)C(C)(C)C (2S,4R)-1-((S)-2-(2-(2-(2-aminoethoxy)ethoxy)acetamido)-3,3-dimethylbutanoyl)-4-hydroxy-N-(4-(4-methylthiazol-5-yl)benzyl)pyrrolidine-2-carboxamide hydrochloride